CC=1C(=C(C=CC1)B(O)O)C dimethylbenzeneboronic acid